(+/-)-{2-[(3,5-difluoro-4-{[3-(trifluoromethyl)-1H-pyrrolo[2,3-b]pyridin-4-yl]oxy}phenyl)amino]-5-isopropyl-5,6-dihydro-4H-1,3-oxazin-5-yl}methanol FC=1C=C(C=C(C1OC1=C2C(=NC=C1)NC=C2C(F)(F)F)F)NC=2OC[C@@](CN2)(C(C)C)CO |r|